1-(9Z-hexadecenoyl)-2-(7Z,10Z,13Z,16Z-docosatetraenoyl)-glycero-3-phosphoserine CCCCCC/C=C\CCCCCCCC(=O)OC[C@H](COP(=O)(O)OC[C@@H](C(=O)O)N)OC(=O)CCCCC/C=C\C/C=C\C/C=C\C/C=C\CCCCC